COC\C=C/1\C[C@@H]2CCCN2C1 (2Z,7aS)-2-(2-methoxyethylidene)tetrahydro-1H-pyrrolizin